COCCCCOC(=O)NC1=CC=C2C(=N1)C=C(N2)C2CCN(CC2)CC 5-(4-methoxybutoxy)carbonylamino(1-ethylpiperidin-4-yl)pyrrolo[3,2-b]pyridine